tert-butyl 2-(4-cyanophenyl)-4-oxo-3-(phenylamino)-1,4,6,7-tetrahydro-5H-pyrrolo[3,2-c]pyridine-5-carboxylate C(#N)C1=CC=C(C=C1)C1=C(C=2C(N(CCC2N1)C(=O)OC(C)(C)C)=O)NC1=CC=CC=C1